7-[[6-[(isopropylamino)-methyl]-5-tetrahydropyran-4-yl-2-pyridyl]amino]-4-(1-methylpyrrolo[2,3-b]pyridin-4-yl)-2,3-dihydropyrrolo[3,4-c]pyridin-1-one Formic acid salt C(=O)O.C(C)(C)NCC1=C(C=CC(=N1)NC=1C2=C(C(=NC1)C1=C3C(=NC=C1)N(C=C3)C)CNC2=O)C2CCOCC2